[Ca+2].OC(C(=O)[O-])CCCCCCCCCCCCCCCC.[Li+].OC(C(=O)[O-])CCCCCCCCCCCCCCCC.OC(C(=O)[O-])CCCCCCCCCCCCCCCC lithium hydroxystearate calcium